4-[(9-Cyclopentyl-7,7-difluoro-5-methyl-6-oxo-6,7,8,9-tetrahydro-5H-pyrimido[4,5-b][1,4]diazepin-2-yl)amino]-3-methoxy-N-(1-methylpiperidin-4-yl)benzamide C1(CCCC1)N1C2=C(N(C(C(C1)(F)F)=O)C)C=NC(=N2)NC2=C(C=C(C(=O)NC1CCN(CC1)C)C=C2)OC